OCC1=CC2=C(N=CN=C2)NC1=O 6-hydroxymethyl-8H-pyrido[2,3-d]Pyrimidin-7-one